4-(1-(tert-butyl)-3-(4-chloro-3-fluorophenyl)-1H-pyrazolo[3,4-b]pyridine-6-carbonyl)-3,3-dimethylpiperazin C(C)(C)(C)N1N=C(C=2C1=NC(=CC2)C(=O)N2C(CNCC2)(C)C)C2=CC(=C(C=C2)Cl)F